NCCC(CC)NCCCC(CN)C N5-(3-Amino-1-ethyl-propyl)-2-methyl-1,5-pentandiamin